C(C)NC(=O)C=1N=NN(C1)[C@@H]1[C@H]([C@@H](SC2=CC(=C(C=C2)Cl)Cl)O[C@@H]([C@@H]1O)CO)O 3,4-Dichlorophenyl 3-deoxy-3-[4-(ethylaminocarbonyl)-1H-1,2,3-triazol-1-yl]-1-thio-α-D-galactopyranoside